6,7-Difluoro-2-(4'-fluoro-2'-(4-methyl-4H-1,2,4-triazol-3-yl)-[1,1'-biphenyl]-3-yl)benzo[d]oxazole-5-carbaldehyde FC1=C(C2=C(N=C(O2)C=2C=C(C=CC2)C2=C(C=C(C=C2)F)C2=NN=CN2C)C=C1C=O)F